N1C(=NC2=C1C=CC=C2)CNC2=NC(=NC=1N2N=CC1Br)N1CCN(CC1)C N-[(1H-benzimidazol-2-yl)methyl]-8-bromo-2-(4-methylpiperazin-1-yl)pyrazolo[1,5-a][1,3,5]triazin-4-amine